2-amino-2-(1,2,3-triazol-4-yl)-1,3-propanediol NC(CO)(CO)C=1N=NNC1